C1(CCCC=C1)C=O 5-cyclohexene-carbaldehyde